C1(CC1)C(=O)NC1=CC(=C(N=N1)C(=O)NC)NC1=CSC2=C1C(N(C=C2)C)=O 6-(Cyclopropanecarboxamido)-N-methyl-4-((5-methyl-4-oxo-4,5-dihydrothieno[3,2-c]pyridin-3-yl)amino)pyridazine-3-carboxamide